CN(C)C1CCC(CC1)O (1r,4r)-4-(dimethylamino)cyclohexan-1-ol